C[C@H]1O[C@H](CN(C1)C(=O)C=1C2=C(N(N1)C[C@H](OC)C1CCN(CC1)C1=C(C(=CC=C1)C)C)CCC2)C |&1:15| racemic-((2R,6S)-2,6-dimethylmorpholino)(1-(2-(1-(2,3-dimethylphenyl)piperidin-4-yl)-2-methoxyethyl)-1,4,5,6-tetrahydrocyclopenta[c]pyrazol-3-yl)methanone